1,7-dibromo-1,2,3,4-tetrahydronaphthalene BrC1CCCC2=CC=C(C=C12)Br